N-(phenylcarbamoyl)pyrrolidine C1(=CC=CC=C1)NC(=O)N1CCCC1